CN1N=CC=C1C(=O)N[C@H](C(NC1=NC=CC(=C1)C([2H])N1C(N[C@@H](C1)C(F)(F)F)=O)=O)C1CCC(CC1)C 1-Methyl-N-((1S)-1-((1r,4S)-4-methylcyclohexyl)-2-oxo-2-((4-(((S)-2-oxo-4-(trifluoromethyl)imidazolidin-1-yl)methyl-d)pyridin-2-yl)amino)ethyl)-1H-pyrazole-5-carboxamide